β-cyclopentyl-D-alanine C1(CCCC1)C[C@@H](N)C(=O)O